1-(2,6-dimethylphenyl)-3-[6-[1-[4-(trifluoromethoxy)phenyl]-1,2,4-triazol-3-yl]quinazolin-2-yl]urea CC1=C(C(=CC=C1)C)NC(=O)NC1=NC2=CC=C(C=C2C=N1)C1=NN(C=N1)C1=CC=C(C=C1)OC(F)(F)F